tert-butyl ((1S,2R,3R)-2-azido-3-(2-(2-fluorophenyl)-6-(1-((2-(trimethylsilyl)ethoxy)methyl)-1H-1,2,4-triazol-3-yl)-1H-benzo[d]imidazol-1-yl)cyclohexyl)carbamate N(=[N+]=[N-])[C@@H]1[C@H](CCC[C@H]1N1C(=NC2=C1C=C(C=C2)C2=NN(C=N2)COCC[Si](C)(C)C)C2=C(C=CC=C2)F)NC(OC(C)(C)C)=O